ClC=1C=C(C=CC1Cl)C(=O)N1[C@@H](C=2N(CC1)C(=NN2)C2=CC1=C(N(N=C1C)C)S2)C (R)-(3,4-dichlorophenyl)(3-(1,3-dimethyl-1H-thieno[2,3-c]pyrazol-5-yl)-8-methyl-5,6-dihydro-[1,2,4]triazolo[4,3-a]pyrazin-7(8H)-yl)methanone